FC(OC1=C(C=C(C=C1)OC(F)F)C1=NN(C=C1NC(=O)C=1C=NN2C1N=CC=C2)CC=2N=NN(N2)C2CN(CC2)C)F N-[3-[2,5-bis(difluoromethoxy)phenyl]-1-[[2-(1-methylpyrrolidin-3-yl)tetrazol-5-yl]methyl]pyrazol-4-yl]pyrazolo[1,5-a]pyrimidine-3-carboxamide